4-(3-chloro-4-(N'-cyclopropylureido)phenoxy)-7-methoxyquinoline-6-carboxylic acid amide ClC=1C=C(OC2=CC=NC3=CC(=C(C=C23)C(=O)N)OC)C=CC1NC(=O)NC1CC1